N-[(2R)-2-hydroxy-2-[(3S)-7-hydroxy-1,2,3,4-tetrahydroisoquinolin-3-yl]ethyl]-2-(spiro[3.3]heptan-2-ylamino)pyridine-4-carboxamide O[C@H](CNC(=O)C1=CC(=NC=C1)NC1CC2(C1)CCC2)[C@H]2NCC1=CC(=CC=C1C2)O